ClC1=CC(=C(C(=N1)C)NC(=O)C1CNC1)C1=C2C(=NC=C1)C=C(S2)CN2C(C1C(C1C2=O)(C)C)=O N-(6-chloro-4-(2-((6,6-dimethyl-2,4-dioxo-3-azabicyclo[3.1.0]hexan-3-yl)methyl)thieno[3,2-b]pyridin-7-yl)-2-methylpyridin-3-yl)azetidine-3-carboxamide